6-(o-tolyl)pyridin-3-amine C1(=C(C=CC=C1)C1=CC=C(C=N1)N)C